CN1N=C(C(=C1)C1=CC=C(N=N1)NCC1CC12CCN(CC2)CC2CCOCC2)C 6-(1,3-dimethylpyrazol-4-yl)-N-[[6-(tetrahydropyran-4-ylmethyl)-6-azaspiro[2.5]octan-2-yl]methyl]pyridazin-3-amine